4',4'-difluoro-3-methyl-2',3',4',5'-tetrahydro-[1,1'-biphenyl]-2-amine FC1(CCC(=CC1)C=1C(=C(C=CC1)C)N)F